NC(CC(=O)O)C(=O)NC(C(=O)OC)CC(C)C 3-amino-4-[(1-methoxy-4-methyl-1-oxopent-2-yl)amino]-4-oxobutanoic acid